3-{4-[(6,7-dimethoxy-4-quinolinyl)oxy]-3-(trifluoromethoxy)phenyl}-1-[5-(trifluoromethyl)-3-pyridinyl]-2,4-imidazolidinedione trifluoroacetate FC(C(=O)O)(F)F.COC=1C=C2C(=CC=NC2=CC1OC)OC1=C(C=C(C=C1)N1C(N(CC1=O)C=1C=NC=C(C1)C(F)(F)F)=O)OC(F)(F)F